C(C#CC)N1CN=C2N(CN(C=C12)CC1=NC2=CC=CC=C2C(=N1)C)C 7-(2-butyn-1-yl)-3,7-dihydro-3-methyl-1-[(4-methyl-2-quinazolinyl)methyl]-1H-purine